CC(=O)N[C@@H]1[C@H]([C@@H]([C@H](O[C@H]1O[C@H]2[C@H]([C@H](O[C@H]([C@@H]2O)O[C@H]3[C@H](OC([C@@H]([C@H]3O)NC(=O)C)O)CO)CO)O)CO)O)O The molecule is an amino trisaccharide consisting of 2-acetamido-2-deoxy-beta-D-glucopyranose, beta-D-galactopyranose and 2-acetamido-2-deoxy-D-galactopyranose residues joined in sequence by (1->3) and (1->4) glycosidic bonds. It is an amino trisaccharide and a member of acetamides. It derives from a beta-D-GlcpNAc-(1->3)-beta-D-Galp.